FC=1C=CC(=NC1)C1=NN2C(CO[C@H]([C@H]2C)C)=C1C1=C2C(=NC=C1)NN=C2 (6s,7r)-2-(5-fluoropyridin-2-yl)-6,7-dimethyl-3-(1H-pyrazolo[3,4-b]pyridin-4-yl)-6,7-dihydro-4H-pyrazolo[5,1-c][1,4]oxazine